1-(phenylsulfonyl)pyrrolidin-3-amine C1(=CC=CC=C1)S(=O)(=O)N1CC(CC1)N